6-chloro-2-methyl-N-phenylbenzamide ClC1=CC=CC(=C1C(=O)NC1=CC=CC=C1)C